C(C1=CC=CC=C1)N1N=CC(=C1)C=1C(=CC(N(C1)C)=O)N1C=C(C=C1)C(=O)N 1-(5-(1-benzyl-1H-pyrazol-4-yl)-1-methyl-2-oxo-1,2-dihydropyridin-4-yl)-1H-pyrrole-3-carboxamide